((1S,2R)-2-((E)-PROP-1-EN-1-YL)CYCLOPROPYL)METHANOL C(=C\C)/[C@@H]1[C@H](C1)CO